Ethyl (E)-4-({3-[7-chloro-10-(3-hydroxypropyl)-11-oxo-10,11-dihydro-5H-dibenzo[b,e][1,4]diazepin-5-yl]propyl}amino)but-2-enoate maleate C(\C=C/C(=O)O)(=O)O.ClC1=CC2=C(N(C(C3=C(N2CCCNC/C=C/C(=O)OCC)C=CC=C3)=O)CCCO)C=C1